ethyl 3-(1,4-dimethyl-1H-benzotriazol-5-yl)-3-{7-[(1',1'-dioxido-spiro[cyclobutane-1,4'-pyrido[2,3-b][1,4,5]oxathiazepine]-2'(3'H)-yl)methyl]-2,3-dihydro-1H-inden-5-yl}propanoate CN1N=NC2=C1C=CC(=C2C)C(CC(=O)OCC)C=2C=C1CCCC1=C(C2)CN2S(C1=C(OC3(C2)CCC3)N=CC=C1)(=O)=O